5-Isopropoxy-N-((3-methylpyridin-2-yl)carbamothioyl)pyrazine-2-carboximidamide C(C)(C)OC=1N=CC(=NC1)C(NC(NC1=NC=CC=C1C)=S)=N